tert-butyl (2S,5R)-4-((3-cyclopropyl-1,2,4-oxadiazol-5-yl) (4-fluorophenyl)methyl)-2,5-dimethylpiperazine-1-carboxylate C1(CC1)C1=NOC(=N1)C(N1C[C@@H](N(C[C@H]1C)C(=O)OC(C)(C)C)C)C1=CC=C(C=C1)F